FC=1C=NC(=NC1)CS(=O)(=O)N 5-fluoropyrimidin-2-yl-methanesulfonamide